6'-methyl-4-((4-phenethoxyphenyl)-carbamoyl)-[2,3'-bipyridine]-5'-carboxylic acid CC1=C(C=C(C=N1)C1=NC=CC(=C1)C(NC1=CC=C(C=C1)OCCC1=CC=CC=C1)=O)C(=O)O